5b-cholanic acid C(CC[C@@H](C)[C@H]1CC[C@H]2[C@@H]3CC[C@@H]4CCCC[C@]4(C)[C@H]3CC[C@]12C)(=O)O